C(CCCC)OO amyl hydroperoxide